CC1(OB(OC1(C)C)C=C1CC2(CN(C2)C(=O)OC(C)(C)C)C1)C tert-butyl 6-((4,4,5,5-tetramethyl-1,3,2-dioxaborolan-2-yl)methylene)-2-azaspiro[3.3]heptane-2-carboxylate